C12(CC3CC(CC(C1)C3)C2)C=2C=CC=3NC1=CC=CC=C1C3C2 3-adamantanylcarbazole